1-(4-chloro-5-methoxypyridin-2-yl)-2,2,2-trifluoroethan-1-ol ClC1=CC(=NC=C1OC)C(C(F)(F)F)O